C(C)(C)C12C(OC(C2C1C(=O)O)=O)=O 1-isopropyl-2,4-dioxo-3-oxabicyclo[3.1.0]hexane-6-carboxylic acid